O[C@H]1C[C@H](C2=CC=CC=C12)C(=O)N1CCC(CC1)C1=NOC(=C1)CNC(C(C)(N1CCCC1)C)=O N-{[3-(1-{[(1R,3S)-3-hydroxy-1-indanyl]carbonyl}-4-piperidyl)-5-isoxazolyl]methyl}2-methyl-2-(1-pyrrolidinyl)propionamide